COC=1C=C(C=CC1OC)C1=NC2=C(N1C)C=C(C=C2C)C2CCN(CC2)C2CC1(CN(C1)C(C)C)C2 2-(3,4-Dimethoxyphenyl)-6-(1-(2-isopropyl-2-azaspiro[3.3]hept-6-yl)piperidin-4-yl)-1,4-dimethyl-1H-benzo[d]imidazole